F[C@@H]1[C@H]2CCC[C@@H](C[C@@H]1OC1=NN=C(S1)C1=C(C=C(C=C1)N1C=NC=C1)O)N2 2-(5-(((1R,2R,3S,5S)-2-fluoro-9-azabicyclo[3.3.1]nonan-3-yl)oxy)-1,3,4-thiadiazol-2-yl)-5-(1H-imidazol-1-yl)phenol